C(C)(C)(C)OC(NC1=CC(=C(C=C1)Cl)CS(=O)(=O)C)=O (4-chloro-3-((methylsulfonyl)methyl)phenyl)carbamic acid tert-butyl ester